3,6-dicyano-5-(4-cyanophenyl)-1,2,4-triazazine C(#N)N1NN=C(C(=N1)C1=CC=C(C=C1)C#N)C#N